OCCCCCN(C(CC)=O)C N-(5-hydroxypentyl)-N-methylpropanamide